benzyl [(3-formylpropyl)amino]methanoate C(=O)CCCNC(=O)OCC1=CC=CC=C1